COCCC(C(=O)O)=C.C(C=C)(=O)OCCOC 2-methoxyethyl acrylate (methoxyethyl acrylate)